O=C1NC(CCC1N1C(C2=CC=CC(=C2C1=O)NC[C@H](C)C1CC2(CN(C2)C(=O)OC(C)(C)C)C1)=O)=O tert-butyl 6-[(1R)-2-[[2-(2,6-dioxo-3-piperidyl)-1,3-dioxo-isoindolin-4-yl] amino]-1-methyl-ethyl]-2-azaspiro[3.3]heptane-2-carboxylate